FC1=C(C=CC=C1)C1=CC(=CN1S(=O)(=O)C=1C=NC=CC1)C=O 5-(2-fluorophenyl)-1-(3-pyridinesulfonyl)-1H-pyrrole-3-carbaldehyde